C(CCC)OCCOCCO diethyleneglycol butyl ether